FC=1C=C(C=CC1S(=O)(=O)C)NC1=CC=C(C=N1)N 6-(3-fluoro-4-(methylsulfonyl)phenylamino)pyridin-3-amine